N,N-Dimethyl-5-morpholinopyrazolo[1,5-a]pyrimidin-3-amine CN(C=1C=NN2C1N=C(C=C2)N2CCOCC2)C